(R)-3,4-Methylenedioxy-N-ethyl-amphetamine C1OC=2C=C(C[C@H](NCC)C)C=CC2O1